CC(CC)(N)N 2,2-butanediamine